CC=CC(=O)OCCC[Si](OCC)(OCC)C 3-(methyl)acryloxypropyl-methyl-diethoxysilane